(R)-4-(4-azaspiro[2.4]hept-6-yl)pyridin-2(1H)-one C1CC12NC[C@H](C2)C2=CC(NC=C2)=O